BrP(C(C)(C)C)(C(C)(C)C)Br dibromo-bis-(tert-butyl)-phosphine